FC1=CC=C2C(C(NC2=C1F)=O)=O 6,7-difluoroindole-2,3-dione